FC(/C=C/C(=O)NC1=CC(=NC=C1)C1=CC=C2C=NC=NC2=C1)(F)F (E)-4,4,4-trifluoro-N-(2-quinazolin-7-yl-4-pyridyl)but-2-enamide